C(C)(C)C1=CC=C(C=C1)CC(=O)N[C@H](C)C1=NC=C(C=C1)OCC(F)(F)F (R)-2-(4-Isopropylphenyl)-N-(1-(5-(2,2,2-Trifluoroethoxy)pyridin-2-yl)ethyl)acetamide